COC1=CC=C(CN(C=2C=3N(C(=C(N2)C=2C=C(C#N)C=CC2)Br)N=C(N3)CC3=NC=CC=C3)CC3=CC=C(C=C3)OC)C=C1 3-(8-(bis(4-methoxybenzyl)amino)-5-bromo-2-(pyridin-2-ylmethyl)-[1,2,4]triazolo[1,5-a]pyrazin-6-yl)benzonitrile